CC=1C(=C2C=NN(C2=CC1)C1OCCCC1)NC(=O)C=1SC(=NN1)NC1=NC(=CC=C1)C N-(5-methyl-1-(tetrahydro-2H-pyran-2-yl)-1H-indazol-4-yl)-5-((6-methylpyridin-2-yl)amino)-1,3,4-thiadiazole-2-carboxamide